2-(4-bromo-1-methyl-1H-pyrazol-5-yl)-8-fluoro-1-naphthonitrile BrC=1C=NN(C1C1=C(C2=C(C=CC=C2C=C1)F)C#N)C